NCCN1CCC(CC1)NC(=O)C1OCC(C1O)O N-[1-(2-aminoethyl)piperidin-4-yl]-3,4-dihydroxyoxolane-2-carboxamide